1-tert-butoxycarbonyl-4-Piperidinoxyacetic acid C(C)(C)(C)OC(=O)N1CCC(CC1)OCC(=O)O